1-(4-aminopiperidin-1-yl)-2-(methoxyimino)propan-1-one NC1CCN(CC1)C(C(C)=NOC)=O